4-(4-chloro-6-ethynylpyridin-2-yl)morpholine ClC1=CC(=NC(=C1)C#C)N1CCOCC1